CS(=O)(=O)O[C@H](C(=O)N(C)C)CC(C)C (S)-1-(DIMETHYLAMINO)-4-METHYL-1-OXOPENTAN-2-YL METHANESULFONATE